benzyl 4-fluoro-4-(7-hydroxy-5-oxo-[1,3,4]thiadiazolo[3,2-a]pyrimidin-2-yl)piperidine-1-carboxylate FC1(CCN(CC1)C(=O)OCC1=CC=CC=C1)C1=NN2C(=NC(=CC2=O)O)S1